aluminum di(methylacetoacetate) CCC(CC(=O)[O-])=O.CCC(CC(=O)[O-])=O.[Al+2]